Cl.ClC1=C(C(=O)NC2=C3C=NN(C3=CC=C2)CCN2CCOCC2)C=C(C=C1)CNC(C(C)(C)C)=O 2-Chloro-5-{[(2,2-dimethylpropanoyl)amino]methyl}-N-{1-[2-(morpholin-4-yl)ethyl]-1H-indazol-4-yl}benzamide hydrochloride